tert-butyl 4-((5-cyclopropyl-3-(2-(trifluoromethoxy) phenyl) isoxazol-4-yl) methoxy)-3,3-difluoropiperidine-1-carboxylate C1(CC1)C1=C(C(=NO1)C1=C(C=CC=C1)OC(F)(F)F)COC1C(CN(CC1)C(=O)OC(C)(C)C)(F)F